C(C)OC(=O)C1=NC(=NC=C1F)Cl.ClC1=NC=C(C(=N1)C(=O)O)F 2-Chloro-5-fluoro-pyrimidine-4-carboxylic acid Ethyl-2-chloro-5-fluoropyrimidine-4-carboxylate